N-(adamantan-1-yl)-2-((6-(3,3-difluorocyclobutyl)-2-(methylthio)pyrimidin-4-yl)oxy)acetamide C12(CC3CC(CC(C1)C3)C2)NC(COC2=NC(=NC(=C2)C2CC(C2)(F)F)SC)=O